palmitoyl-2-stearoyl-sn-glycero-3-phosphocholine C(CCCCCCCCCCCCCCC)(=O)C(OP(OC[C@@H](CO)OC(CCCCCCCCCCCCCCCCC)=O)(=O)[O-])C[N+](C)(C)C